1-[[4-[[(1Z)-2-ethoxy-3,3,3-trifluoro-1-propen-1-yl]oxy]phenyl]-methyl]-1H-pyrazole-4-acetic acid C(C)O\C(=C/OC1=CC=C(C=C1)CN1N=CC(=C1)CC(=O)O)\C(F)(F)F